2,3,5-trifluorophenylacetic acid FC1=C(C=C(C=C1F)F)CC(=O)O